NC=1OC(=C(N1)CC)C(=O)OCC ethyl 2-amino-4-ethyloxazole-5-carboxylate